2-oxo-1,2-dihydropyrido[2,3-d]pyrimidine-6-carbonitrile O=C1N=CC2=C(N1)N=CC(=C2)C#N